2-{4-[methyl(2-phenylethyl)amino]phenoxy}pyridino[3,4-d]pyrimidin-4-ol CN(C1=CC=C(OC=2N=C(C3=C(N2)C=NC=C3)O)C=C1)CCC1=CC=CC=C1